C[C@H]1C[C@@H](CCC1)OC1=C2C(=CC=NC2=CC=C1)C(=O)O 5-[[(1R,3R)-3-methylcyclohexyl]oxy]quinoline-4-carboxylic acid